BrCCC/C=C/CCCCCC(OCCCCCCCC)OCCCCCCCC (7E)-11-bromo-1,1-dioctyloxy-7-undecene